OC1=CC=C(OC=2C=C(C=C(C2)N)N)C=C1 3-(p-hydroxyphenoxy)-1,5-diaminobenzene